FC=1C=C(C=C(C1)OCC(C)C)C1=CC=C(C(=N1)N1C(CC(C1)C)(C)C)C(=O)NS(=O)(=O)N1CC(CCC1)NC 6-(3-Fluoro-5-isobutoxyphenyl)-N-[[3-(methylamino)-1-piperidyl]sulfonyl]-2-(2,2,4-trimethylpyrrolidin-1-yl)pyridin-3-carboxamid